3-(3,5-dimethyl-1H-pyrazol-1-yl)benzaldehyde CC1=NN(C(=C1)C)C=1C=C(C=O)C=CC1